C(C)(=O)NC1=NC=2C=CC(=CC2C2=C1COC2)C(=O)N(C)C2COC1=C2C=CC(=C1)C=1CCN(CC1)C(C)=O 4-acetamido-N-(6-(1-acetyl-1,2,3,6-tetrahydropyridin-4-yl)-2,3-dihydrobenzofuran-3-yl)-N-methyl-1,3-dihydrofuro[3,4-c]Quinoline-8-carboxamide